N-(4-acetamidophenyl)-2-amino-5-(4-aminophenyl)nicotinamide C(C)(=O)NC1=CC=C(C=C1)NC(C1=C(N=CC(=C1)C1=CC=C(C=C1)N)N)=O